5,8-dihydroxy-2-[(1R)-1-hydroxy-4-methylpent-3-enyl]naphthalene-1,4-dione OC1=C2C(C=C(C(C2=C(C=C1)O)=O)[C@@H](CC=C(C)C)O)=O